2-hydroxy-[4'-(2-hydroxypropoxy)]-2-methyl-propiophenone OC(C(=O)C1=CC=C(C=C1)OCC(C)O)(C)C